COC1=C(C=CC=C1)C1=NC(=NO1)C1=CC=C(C=C1)C 5-(2-methoxyphenyl)-3-p-tolyl-1,2,4-oxadiazole